(2S,4R)-1-[(2S)-2-(4-cyclopropyltriazol-1-yl)-3,3-dimethyl-butanoyl]-4-hydroxy-N-[[4-(isobutylsulfamoyl)phenyl]methyl]pyrrolidine-2-carboxamide C1(CC1)C=1N=NN(C1)[C@H](C(=O)N1[C@@H](C[C@H](C1)O)C(=O)NCC1=CC=C(C=C1)S(NCC(C)C)(=O)=O)C(C)(C)C